CCCCC(C(=O)OO)N1C(=O)C2=CC=CC=C2C1=O phthalimidoperoxyhexanoic acid